C(#N)C1CC2(CC(C2)[C@@H]2N(C[C@H](CC2)C)C(=O)OC(C)(C)C)C1 tert-butyl (2R,5S)-2-(6-cyanospiro[3.3]heptan-2-yl)-5-methyl-piperidine-1-carboxylate